C(C)(C)(C)OC(=O)NC=1C=CC(=NC1C)C=1N=NN(C1NC(O[C@H](C)C=1C(=NC=C(C1)F)F)=O)C (R)-1-(2,5-difluoropyridin-3-yl)ethyl (4-(5-((tert-butoxycarbonyl) amino)-6-methylpyridin-2-yl)-1-methyl-1H-1,2,3-triazol-5-yl)carbamate